(E)-5-((4-(4-(2-cyanovinyl)-2,6-dimethylphenoxy)pyrimidin-2-yl)amino)-2-(piperazin-1-yl)benzonitrile C(#N)/C=C/C1=CC(=C(OC2=NC(=NC=C2)NC=2C=CC(=C(C#N)C2)N2CCNCC2)C(=C1)C)C